ethylthiocarbonyl isothiocyanate C(C)C(=S)N=C=S